C(C)C(COP(OCC(CCCC)CC)(O)=O)CCCC di-(2-ethylhexyl)-orthophosphoric acid